N[C@@H]1[C@H](CC(CC1)(F)F)C1=C(C2=NC(=CC(=C2S1)NCC=1SC=CC1)Cl)C 2-((1s,2s)-2-amino-5,5-difluorocyclohexyl)-5-chloro-3-methyl-N-(thiophen-2-ylmethyl)thieno[3,2-b]pyridin-7-amine